2,6-Bis(1,1-dimethylethyl)[(E)-(2-ethyl-1,1-dioxoisothiazolidinylidene)methyl]phenol CC(C)(C)C1=C(C(=CC=C1/C=C\1/N(S(CC1)(=O)=O)CC)C(C)(C)C)O